[Na].NC1=C(N=C(C=2C(NNC(C21)=O)=O)Cl)C2=CC=CC=C2 8-amino-5-chloro-2,3-dihydro-7-phenyl-pyrido[3,4-d]pyridazine-1,4-dione sodium salt